C1(=CC=C2C=CC=C3C4=CC=CC=C4C1=C23)N Fluoranthenyl-Amine